C1=CC(=CC=2C3=CC=CC=C3NC12)B(O)O 9H-carbazol-3-yl-boronic acid